tris(acetoxy)-vinylsilane C(C)(=O)O[Si](C=C)(OC(C)=O)OC(C)=O